3-bromo-6-(3,4-dimethylphenyl)-4-methoxy-2-(tetrahydro-2H-pyran-2-yl)-2H-pyrazolo[4,3-c]pyridine BrC=1N(N=C2C1C(=NC(=C2)C2=CC(=C(C=C2)C)C)OC)C2OCCCC2